BrC1=CC=C(C=C1)/N=N/C=1C=C2C=CCOC2=CC1OC (E)-6-((4-bromophenyl)diazenyl)-7-methoxy-2H-chromene